ClC1=CC2=C(N=C(O2)C)C(=C1)C=1C=C2C(=NN=C(C2=CC1)NCC1=C(C=C(C=C1)OC)OC)C 6-(6-chloro-2-methyl-1,3-benzooxazol-4-yl)-N-[(2,4-dimethoxyphenyl)methyl]-4-methylphthalazin-1-amine